P(OC)(OC)(=O)Cl Dimethyl phosphorochloridate